(S)-N-(7-(3-hydroxy-3-methylbut-1-yn-1-yl)-5-methyl-4-oxo-2,3,4,5-tetrahydrobenzo[b][1,4]oxazepin-3-yl)-4-((2-(trifluoromethyl)pyridin-3-yl)oxy)pyridine OC(C#CC1=CC2=C(OC[C@@H](C(N2C)=O)N2CC=C(C=C2)OC=2C(=NC=CC2)C(F)(F)F)C=C1)(C)C